4-[(2S)-2-amino-3-carbamoylpropionylamino]-3,3-dimethylbutanoate N[C@H](C(=O)NCC(CC(=O)[O-])(C)C)CC(N)=O